COC=1C=C(C=CC1OC)[C@@H]1C2C(CO1)[C@@H](OC2)C=2C=CC(=C(OC1[C@H]([C@@H]([C@H]([C@@H](O1)C(=O)O)O)O)O)C2)OC (2R,3R,4R,5S)-6-(5-((1R,4S)-4-(3,4-dimethoxyphenyl)hexahydrofuro[3,4-c]furan-1-yl)-2-methoxyphenoxy)-3,4,5-trihydroxytetrahydro-2H-pyran-2-carboxylic acid